(5'S,7a'R)-1-[4-(furan-2-yl)pyridin-2-yl]-5'-phenyltetrahydro-3'H-spiro[piperidine-4,2'-pyrrolo[2,1-b][1,3]oxazol]-3'-one O1C(=CC=C1)C1=CC(=NC=C1)N1CCC2(C(N3[C@H](O2)CC[C@H]3C3=CC=CC=C3)=O)CC1